2-(2,6-Dioxopiperidin-3-yl)-5-(2-hydroxy-6-azaspiro[3.4]octan-6-yl)isoindole-1,3-dione O=C1NC(CCC1N1C(C2=CC=C(C=C2C1=O)N1CC2(CC(C2)O)CC1)=O)=O